ClC1=CC=C(C=C1)C=1N=C2N(C=CC=C2)C1CN1C2CN(CC1CC2)C(=O)C2=NC(=CC=C2C)OC (8-{[2-(4-Chlorophenyl)imidazo[1,2-a]pyridin-3-yl]-methyl}-3,8-diazabicyclo[3.2.1]oct-3-yl)(6-methoxy-3-methylpyridin-2-yl)methanon